O.C(C)(C)(C)OC(=O)N[C@@H](C(=O)O)CC(C)C (R)-2-((tert-butoxycarbonyl)amino)-4-methylpentanoic acid monohydrate